4-({[4-methoxy-1-(3-methoxy-2,2-dimethylpropanoyl)-3-(4-methyloxolan-3-yl)-1H-pyrazol-5-yl]sulfanyl}methyl)benzene-1-carboximidamide COC=1C(=NN(C1SCC1=CC=C(C=C1)C(N)=N)C(C(COC)(C)C)=O)C1COCC1C